6-((Benzyl(methyl)amino)methyl)-N2-m-tolyl-1,3,5-triazine-2,4-diamine C(C1=CC=CC=C1)N(C)CC1=NC(=NC(=N1)NC=1C=C(C=CC1)C)N